NC=1C2=C(N=CN1)N(C(=C2C2=CC(=C(C=C2)OC2=NC=CC(=N2)C)F)C2=C(C=C(C=N2)NC(C(=C)C2CC2)=O)Cl)C N-(6-(4-amino-5-(3-fluoro-4-((4-methylpyrimidin-2-yl)oxy)phenyl)-7-methyl-7H-pyrrolo[2,3-d]pyrimidin-6-yl)-5-chloropyridin-3-yl)-2-cyclopropylacrylamide